7-fluoro-5-phenyl-N-[rac-(3S)-5-methyl-4-oxo-2,3-dihydro-1,5-benzoxazepin-3-yl]-6,7-dihydro-5H-pyrrolo[1,2-b][1,2,4]triazole-2-carboxamide FC1CC(N2N=C(N=C21)C(=O)N[C@H]2COC1=C(N(C2=O)C)C=CC=C1)C1=CC=CC=C1 |r|